BrC=1C=C(C2=C(N(C(O2)=O)C)C1)F 5-bromo-7-fluoro-3-methylbenzoxazol-2(3H)-one